2-[2-fluoro-4-(trifluoromethyl)phenoxy]-7-azaspiro[3.5]Nonane FC1=C(OC2CC3(C2)CCNCC3)C=CC(=C1)C(F)(F)F